2-Methoxy-8-(4-methoxyphenyl)-1H-phenalen-1-one COC=1C(C=2C=C(C=C3C=CC=C(C1)C23)C2=CC=C(C=C2)OC)=O